(S)-N-((4-cyano-3-fluoro-2,6-diisopropylphenyl)carbamoyl)-2-(1,2-dihydroxypropan-2-yl)thiazole-5-sulfonimidamide C(#N)C1=C(C(=C(C(=C1)C(C)C)NC(=O)N[S@@](=O)(=N)C1=CN=C(S1)C(CO)(C)O)C(C)C)F